C(C1=CC=CC=C1)OC(=O)N1[C@@H](C[C@@H](C1)NC1=NC(=CC=C1C)C1=CC(=CC=2N=C(N(C21)C[C@H](CNC)OC)C)F)C(=O)O (2S,4S)-1-benzyloxycarbonyl-4-[[6-[6-fluoro-3-[(2S)-2-methoxy-3-(methylamino)propyl]-2-methyl-benzimidazol-4-yl]-3-methyl-2-pyridyl]amino]pyrrolidine-2-carboxylic acid